3-(1-(2-fluorophenyl)cyclopropyl)-N-(1-(2-oxo-2-(3-(p-tolyloxy)piperidin-1-yl)ethyl)-1H-pyrazol-4-yl)propanamide FC1=C(C=CC=C1)C1(CC1)CCC(=O)NC=1C=NN(C1)CC(N1CC(CCC1)OC1=CC=C(C=C1)C)=O